NITROMALONALDEHYDE [N+](=O)([O-])C(C=O)C=O